CC1=C(OC2=C1C=C(C=C2)S(NCCC2=CC1=CC=CC=C1C=C2)(=O)=O)C(=O)O 3-methyl-5-(N-(2-(naphthalen-2-yl)ethyl)sulfamoyl)benzofuran-2-carboxylic acid